tert-butyl 6-bromo-5-fluoro-5',6'-dihydro-[2,3'-bipyridine]-1'(2'H)-carboxylate BrC1=C(C=CC(=N1)C=1CN(CCC1)C(=O)OC(C)(C)C)F